OC=1C(=NC=CC1OC)C(=O)N[C@H](C(=O)O[C@@H](C)C1(CC1)C1=CC=CC2=CC=CC=C12)C [(1S)-1-[1-(1-naphthyl)cyclopropyl]ethyl] (2S)-2-[(3-hydroxy-4-methoxy-pyridine-2-carbonyl)-amino]propanoate